8-anilino-1-naphthalenesulfonic acid magnesium salt [Mg+2].N(C1=CC=CC=C1)C=1C=CC=C2C=CC=C(C12)S(=O)(=O)[O-].N(C1=CC=CC=C1)C=1C=CC=C2C=CC=C(C12)S(=O)(=O)[O-]